C1(=CC=CC=C1)C1=C(C(=C(C=2C3(C4=CC=CC=C4C12)C=1C=C(C=CC1C=1C2=C(C(=CC13)N)C=CC=C2)N)C2=CC=CC=C2)C2=CC=CC=C2)C2=CC=CC=C2 tetraphenylspiro[benzo[c]fluorene-7,9-fluorene]-5,9-diamine